(2-(3-(1-acetylpiperidin-4-yl)4-(isoquinolin-3-yl)1H-indazol-1-yl)acetyl)glycylglycine C(C)(=O)N1CCC(CC1)C1=NN(C2=CC=CC(=C12)C=1N=CC2=CC=CC=C2C1)CC(=O)NCC(=O)NCC(=O)O